tetraethyl (((4-nitro-1,2-phenylene)bis(oxy))bis(undecane-11,1-diyl))bis(phosphonate) [N+](=O)([O-])C1=CC(=C(C=C1)OCCCCCCCCCCCP(OCC)(OCC)=O)OCCCCCCCCCCCP(OCC)(OCC)=O